C(C1=CC=CC=C1)C1(CC2(CNC2)C1)OC 6-benzyl-6-methoxy-2-azaspiro[3.3]Heptane